NC1=NN(C2=CC(=CC=C12)C(=O)N)C([C@H](COC1=CC=CC=C1)C)=O (S)-3-Amino-1-(2-methyl-3-phenoxypropanoyl)-1H-indazole-6-carboxamide